C(C)OC(CC1CC=C(CC1)C1=NC=CC=C1C(F)(F)F)=O.ClC1=C(OC2=CC=C(C=C2)C(C(F)(F)F)(C(F)(F)F)C2=CC=C(C=C2)OC2=C(C=C(C=C2)N)Cl)C=CC(=C1)N 2,2-bis[4-(2-chloro-4-aminophenoxy)phenyl]hexafluoropropane ethyl-2-(4-(3-(trifluoromethyl)pyridin-2-yl)cyclohex-3-en-1-yl)acetate